CN1CCN(CC1)C=1C=C(C=CC1)NC1=CC=C2C(=N1)NC=C2C2=CC=C1C(CC3(CCNCC3)OC1=C2)=O 7-(6-((3-(4-methylpiperazin-1-yl)phenyl)amino)-1H-pyrrolo[2,3-b]pyridin-3-yl)spiro[chromane-2,4'-piperidin]-4-one